4-cyano-N-[2-(4,4-dimethylcyclohexen-1-yl)-4-(4,4,5,5-tetramethyl-1,3,2-dioxaborolan-2-yl)phenyl]-1-(2-trimethylsilylethoxymethyl)imidazole-2-carboxamide C(#N)C=1N=C(N(C1)COCC[Si](C)(C)C)C(=O)NC1=C(C=C(C=C1)B1OC(C(O1)(C)C)(C)C)C1=CCC(CC1)(C)C